COC1=C2C(NC(=NC2=CC(=C1)OC)C1=CC=C(C=C1)N1CCC(CC1)N1CCN(CC1)CC1=CC(=C2C(N(C(C2=C1)=O)C1C(NC(CC1)=O)=O)=O)F)=O 6-((4-(1-(4-(5,7-dimethoxy-4-oxo-3,4-dihydroquinazolin-2-yl)phenyl)piperidin-4-yl)piperazin-1-yl)methyl)-2-(2,6-dioxopiperidin-3-yl)-4-fluoroisoindoline-1,3-dione